FC1=CC2=C(N(C(=N2)C2=CC=C(C=C2)S(=O)(=O)C)C)C=C1C1CCN(CC1)C1CCN(CC1)CC(C)C 5-Fluoro-6-(1'-isobutyl-[1,4'-bipiperidin]-4-yl)-1-methyl-2-(4-(methylsulfonyl)phenyl)-1H-benzo[d]imidazol